C(C)(C)(C)OC(NC1=CC2=C(S1)C=C(C(=C2Br)F)C)=O (4-bromo-5-fluoro-6-methylbenzo[b]thiophen-2-yl)carbamic acid tert-butyl ester